N-({1-[(Dimethylamino)methyl]cyclohexyl}methyl)-4H,5H,6H,7H,8H,9H-cycloocta[b]thiophene-2-carboxamide CN(C)CC1(CCCCC1)CNC(=O)C1=CC2=C(S1)CCCCCC2